6-(6-(tert-Butyloxycarbonyl)-2,6-diazaspiro[3.3]heptane-2-yl)benzo[b]thiophene-2-carboxylic acid C(C)(C)(C)OC(=O)N1CC2(CN(C2)C=2C=CC3=C(SC(=C3)C(=O)O)C2)C1